3-fluoro-4-(1-isopropyl-4-(trifluoromethyl)-1H-imidazol-2-yl)-5-methoxybenzoic acid methyl ester COC(C1=CC(=C(C(=C1)OC)C=1N(C=C(N1)C(F)(F)F)C(C)C)F)=O